C(OCCOOC(C)(C)CCCC)([O-])=O t-heptylperoxyethyl monocarbonate